C1(CC1)CC(C1CC2(C1)CCC2)N(C(O)=O)CC=2C=C1C(N(CC1=CC2)C2C(NC(CC2)=O)=O)=O.C(C)(C)(C)C2=CC=1CN=CCCC1N=C2C(N(C)C)=O tert-butyl-2-(dimethylcarbamoyl)-8,9-dihydro-5H-pyrido[3,2-c]azepine 2-cyclopropyl-1-(spiro[3.3]heptan-2-yl)ethyl-((2-(2,6-dioxopiperidin-3-yl)-3-oxoisoindolin-5-yl)methyl)carbamate